methyl 3-(2-(4-(adamantan-1-yl)phenoxy)acetamido)-4-hydroxy-benzoate C12(CC3CC(CC(C1)C3)C2)C2=CC=C(OCC(=O)NC=3C=C(C(=O)OC)C=CC3O)C=C2